(2S,3R)-5,7-bis(benzyloxy)-2-(3,4,5-tris(benzyloxy)phenyl)chroman-3-yl 4,5-bis(benzyloxy)-2-(trifluoromethyl)benzoate C(C1=CC=CC=C1)OC1=CC(=C(C(=O)O[C@H]2[C@@H](OC3=CC(=CC(=C3C2)OCC2=CC=CC=C2)OCC2=CC=CC=C2)C2=CC(=C(C(=C2)OCC2=CC=CC=C2)OCC2=CC=CC=C2)OCC2=CC=CC=C2)C=C1OCC1=CC=CC=C1)C(F)(F)F